COC(C(C(=O)OC)C1=C(C=CC=C1)[N+](=O)[O-])=O 2-(2-nitro-phenyl)-malonic acid dimethyl ester